NC1=NC=CC=C1C1=NC=2C(=NC(=CC2)C2=CC(=CC=C2)Cl)N1C1=CC=C(CN2CCN(CC2)C2=NC(=NC=C2)C#N)C=C1 4-(4-(4-(2-(2-Aminopyridin-3-yl)-5-(3-chlorophenyl)-3H-imidazo[4,5-b]pyridin-3-yl)benzyl)piperazin-1-yl)pyrimidine-2-carbonitrile